1,3,5-Trichlorobenzol oxid ClC12C(C(=CC(=C1)Cl)Cl)O2